[N+](=O)([O-])C1=NC(=CC=C1O)C 2-nitro-6-methyl-3-hydroxypyridine